trans-3-(ethylsulfamoyl)-4-[2-[4-(oxetan-3-yloxy-carbonylamino)cyclohexyl]thiazol-5-yl]benzoic acid C(C)NS(=O)(=O)C=1C=C(C(=O)O)C=CC1C1=CN=C(S1)[C@@H]1CC[C@H](CC1)NC(=O)OC1COC1